CC1=C(C2=C(N=CN=C2NC2(CC2)C)O1)C(=O)NCC=1N=NN(N1)C 6-methyl-N-[(2-methyl-2H-1,2,3,4-tetrazol-5-yl)methyl]-4-[(1-methylcyclopropyl)amino]furo[2,3-d]pyrimidine-5-carboxamide